montanyl eicosanate C(CCCCCCCCCCCCCCCCCCC)(=O)OCCCCCCCCCCCCCCCCCCCCCCCCCCCC